C(CCCC=CCC=CCC=CCC=CCC=CCC)(=O)O icosa-5,8,11,14,17-pentaenoic acid